COC1=C(C=CC=C1)P(N(P(C1=CC=C(C=C1)[Si](CCCC)(CCCC)CCCC)C1=CC=C(C=C1)[Si](CCCC)(CCCC)CCCC)C(C)C)C1=C(C=CC=C1)OC N-(bis(2-methoxyphenyl)phosphaneyl)-N-isopropyl-1,1-bis(4-(tributylsilyl)phenyl)phosphanamine